6-[(5-chloro-2-pyridyl)amino]-3,3-dimethyl-1,4-dihydroquinolin-2-one ClC=1C=CC(=NC1)NC=1C=C2CC(C(NC2=CC1)=O)(C)C